tert-butyl 2-(2-(2-isopropylphenyl)-4-phenoxypiperidin-1-yl)-7-azaspiro[3.5]nonane-7-carboxylate C(C)(C)C1=C(C=CC=C1)C1N(CCC(C1)OC1=CC=CC=C1)C1CC2(C1)CCN(CC2)C(=O)OC(C)(C)C